BrC1=CC=C(C=C1)NC(=O)N1CCN(CC1)C1=NC=CC(=N1)N1CCCC1 N-(4-bromophenyl)-4-(4-(pyrrolidin-1-yl)pyrimidin-2-yl)piperazine-1-carboxamide